NC1=C(C=CC=C1)C1=NC(=NN1)CNC(C1=C(C=CC(=C1)F)OC(F)F)=O N-((5-(2-aminophenyl)-1H-1,2,4-triazol-3-yl)methyl)-2-(difluoromethoxy)-5-fluorobenzamide